CN1CC(N(C[C@@H]1C)CC1=CC=C(C=C1)NC(=O)NCC1=CC=C(C=C1)OC)=O (S)-1-(4-((4,5-dimethyl-2-oxopiperazin-1-yl)methyl)phenyl)-3-(4-methoxybenzyl)urea